C(C)(C)(C)C1=CC2=C(C=C1)N=C1C2=CC=C2C3=CC(=CC=C3N=C12)Cl 3-(tert-butyl)-8-chloroindolo[2,3-a]carbazole